sodium 2-(heptan-3-yl)-2-methylmalonate CCC(CCCC)C(C(=O)[O-])(C(=O)[O-])C.[Na+].[Na+]